OC1CN(C1)C(=O)OC1CCC(CC1)C(N(CC12CCC(CC1)(CC2)C2=CC(=C(C=C2)OC)C)C2=NC(=CC=C2)C=2C=NN(C2)C(C)C)=O 4-((6-(1-Isopropyl-1H-pyrazol-4-yl)pyridin-2-yl)((4-(4-methoxy-3-methylphenyl)bicyclo[2.2.2]octan-1-yl)methyl)carbamoyl)cyclohexyl trans-3-hydroxyazetidine-1-carboxylate